2-methyl-1,3-propanediol diazomalonate [N+](=[N-])=C(C(=O)O)C(=O)O.CC(CO)CO